O=C1N(C=C(C2=C1C=CN2)C(=O)OC)C2CCOCC2 methyl 4-oxo-5-(tetrahydro-2H-pyran-4-yl)-4,5-dihydro-1H-pyrrolo[3,2-c]pyridine-7-carboxylate